The molecule is a 2,2'-bithiophene that is 1,3,4-oxadiazole bearing 2,2'-bithiophen-5-yl and 4-methoxybenzyl groups at positions 2 and 5 respectively. It is a member of 1,3,4-oxadiazoles and a member of 2,2'-bithiophenes. COC1=CC=C(C=C1)CC2=NN=C(O2)C3=CC=C(S3)C4=CC=CS4